CC1=C(C(=CC=C1C)C1=CC=CC=C1)O 2,3-dimethyl-6-phenylphenol